CN1N=C2[C@@H](N(CCC2=C1C1=CC(=NN1C)C(F)(F)F)C(=O)C1=CC(=C(C=C1)C)C)C (S)-(2,7-dimethyl-3-(1-methyl-3-(trifluoromethyl)-1H-pyrazol-5-yl)-2,4,5,7-tetrahydro-6H-pyrazolo[3,4-c]pyridin-6-yl)(3,4-dimethylphenyl)methanone